CC(=O)C1=CC(=C(C=C1)NC(=O)C)[N+](=O)[O-] N-(4-acetyl-2-nitrophenyl)acetamide